BrC=1N=C(N(N1)C1OCCCC1)[C@@H](C[C@H](C1=CC(=C(C=C1)F)F)O[Si](C)(C)C(C)(C)C)OC(C(C)(C)C)=O [(1R,3R)-1-(5-bromo-2-tetrahydropyran-2-yl-1,2,4-triazol-3-yl)-3-[tert-butyl (dimethyl)silyl]oxy-3-(3,4-difluorophenyl)propyl]2,2-dimethylpropanoate